ClC=1C=CC(=C(C1)C=1C=C(C=2OCCNC2N1)NC1=CC(=NC=C1)NC(CCN(C)C)=O)F N-(4-{[6-(5-chloro-2-fluorophenyl)-2H,3H,4H-pyrido[3,2-b][1,4]oxazin-8-yl]amino}pyridin-2-yl)-3-(dimethylamino)propanamide